ClCC=1C(=NN(C1OC(F)F)C)C1CC1 (chloromethyl)-5-(difluoromethoxy)-3-(cyclopropyl)-1-methyl-1H-pyrazole